The molecule is a decanoate ester obtained by the formal condensation of the carboxy group of decanoic acid (capric acid) with the alcoholic hydroxy group of 2-methylbutan-1-ol. It has a role as a metabolite. It derives from a 2-methylbutan-1-ol. CCCCCCCCCC(=O)OCC(C)CC